C(C)OC(C(N(CC(C)=O)CC1=CC=CC=C1)CC)=O Ethyl-N-benzyl-N-(2-oxopropyl)glycine ethyl ester